2-oxopropane-1,3-diylbis(2-(4-methylcyclohexyl) acetate) O=C(CC(C(=O)[O-])C1CCC(CC1)C)CC(C(=O)[O-])C1CCC(CC1)C